C1=C(C=CC=2OC3=C(C21)C=CC=C3)C(C)NC=3C(NC(=CN3)C3=C(C=CC=C3)F)=O 3-((1-(dibenzo[b,d]furan-2-yl)ethyl)amino)-6-(2-fluorophenyl)-2-oxopyrazin